2-(2-(3-Oxa-6-azabicyclo[3.1.1]heptan-6-yl)-6-methoxybenzo[d]thiazole-7-carboxamido)-5-chlorobenzoic acid C12COCC(N1C=1SC3=C(N1)C=CC(=C3C(=O)NC3=C(C(=O)O)C=C(C=C3)Cl)OC)C2